pyrrolidine-3-ylacetate N1CC(CC1)CC(=O)[O-]